(2R,4S)-1-((4-(2-chlorophenyl)-6-(trifluoromethyl)pyridin-3-yl)sulfonyl)-N-((R,E)-5-(3,3-difluoroazetidin-1-yl)-5-oxopent-3-en-2-yl)-4-fluoro-2-methylpiperidine-4-carboxamide ClC1=C(C=CC=C1)C1=C(C=NC(=C1)C(F)(F)F)S(=O)(=O)N1[C@@H](C[C@@](CC1)(C(=O)N[C@H](C)\C=C\C(=O)N1CC(C1)(F)F)F)C